C1=CC(=CC=C1C2=C(C(=O)C3=C(C=C(C=C3O2)O)O)O)O The molecule is a tetrahydroxyflavone in which the four hydroxy groups are located at positions 3, 5, 7 and 4'. Acting as an antioxidant by reducing oxidative stress, it is currently under consideration as a possible cancer treatment. It has a role as an antibacterial agent, a plant metabolite, a human xenobiotic metabolite, a human urinary metabolite and a human blood serum metabolite. It is a member of flavonols, a 7-hydroxyflavonol and a tetrahydroxyflavone. It is a conjugate acid of a kaempferol oxoanion.